ClC=1C(=NC(=C(N1)C)C)NNC(=O)C1(CC1)C1CC1 N'-(3-chloro-5,6-dimethyl-pyrazin-2-yl)-1-cyclopropyl-cyclopropanecarbohydrazide